FC1(CNCCC1NC(=O)C1=C(OC2=C1C=C(C=C2)OCC2=NOC(=C2)C)C)F N-(3,3-difluoropiperidin-4-yl)-2-methyl-5-((5-methylisoxazol-3-yl)methoxy)benzofuran-3-carboxamide